C(C=C)O[Si](C)(C)C Allyloxytrimethylsilane